C1=CC=CC=2C3=CC=CC=C3C(C12)COC(=O)N([C@@H](CCCNC(NS(=O)(=O)C=1C(=C(C2=C(CC(O2)(C)C)C1C)C)C)=N)C(=O)O)CCOCCN N2-(((9H-fluoren-9-yl)methoxy)carbonyl)-N2-(2-(2-aminoethoxy)ethyl)-Nω-((2,2,4,6,7-pentamethyl-2,3-dihydrobenzofuran-5-yl)sulfonyl)-L-arginine